chloro-N-(1-methyl-1H-pyrazol-3-yl)pyrimidin-2-amine ClC1=NC(=NC=C1)NC1=NN(C=C1)C